2-(2-fluorophenyl)oxirane FC1=C(C=CC=C1)C1OC1